C(C)(C)(C)NS(=O)(=O)Cl tert-butylsulfamoyl chloride